OC[C@H](CC)NC1=NC=C(C(=N1)N1C=C(C=C1)C(=O)NC(CO)C1=CC(=CC=C1)Cl)C 1-(2-(((S)-1-hydroxybutan-2-yl)amino)-5-methylpyrimidin-4-yl)-N-(1-(3-chlorophenyl)-2-hydroxyethyl)-pyrrole-3-carboxamide